FC(C=1N=C(SC1)C1=CC=2C(=NC=CC2N2CCNCC2)N1)(F)F 4-(2-(4-(trifluoromethyl)thiazol-2-yl)-1H-pyrrolo[2,3-b]pyridin-4-yl)piperazine